(3R,4R,5S,6R)-6-(hydroxymethyl)-3-((7-nitrobenzo[c][1,2,5]thiadiazol-4-yl)amino)tetrahydro-2H-pyran-2,4,5-triol OC[C@@H]1[C@H]([C@@H]([C@H](C(O1)O)NC1=CC=C(C2=NSN=C21)[N+](=O)[O-])O)O